ClC1=CC=C(C=C1)C=1N=CC=2C(=NC3=C(C=C(C=C3C2N)C)C)N1 2-(4-chlorophenyl)-7,9-dimethylpyrimido[4,5-b]quinolin-5-amine